tert-butyl 5-(4-((2-fluoro-3-methyl-4-((1-methyl-1H-benzo[d]imidazol-5-yl)oxy)phenyl)amino)pyrido[3,2-d]pyrimidin-6-yl)-2,2-dimethylpiperidine-1-carboxylate FC1=C(C=CC(=C1C)OC1=CC2=C(N(C=N2)C)C=C1)NC=1C2=C(N=CN1)C=CC(=N2)C2CCC(N(C2)C(=O)OC(C)(C)C)(C)C